6-chloro-8-fluoro-2-(((2R,7aS)-2-fluorotetrahydro-1H-pyrrolizine-7a(5H)-yl)methoxy)-4-((R)-6-methyl-5,6-dihydroimidazo[1,5-a]pyrazin-7(8H)-yl)quinazoline ClC=1C=C2C(=NC(=NC2=C(C1)F)OC[C@]12CCCN2C[C@@H](C1)F)N1CC=2N(C[C@H]1C)C=NC2